3-methyl-3,6-dihydropyridine-1(2H)-carboxylic acid tert-butyl ester C(C)(C)(C)OC(=O)N1CC(C=CC1)C